C(C)C(CC(C(COC)CC1=CC=CC=C1)OC)CC 2-ethylbutyl-2-benzyl-1,3-dimethoxypropane